C(C)(=O)N1[C@H]([C@@H]([C@H](C2=CC(=CC=C12)C#N)NC1=NC=CC=C1C#N)C)C1CC1 (2S,3R,4R)-1-acetyl-4-((3-cyanopyridin-2-yl)amino)-2-cyclopropyl-3-methyl-1,2,3,4-tetrahydroquinoline-6-carbonitrile